[O].O1CC1 oxirane oxygen